NC1=NC2=C(C=3C=C(C=NC13)CCC1=C(C=C(C=C1)OC)C)C=CC(=C2)/C=C/P(O)(O)=O (E)-2-(5-amino-2-(4-methoxy-2-methylphenylethyl)benzo[f][1,7]naphthyridin-8-yl)vinylphosphonic acid